ClC=1N=NC(=CC1C(O)C=1N=NC(=CC1)OC)Cl (3,6-dichloropyridazin-4-yl)(6-methoxypyridazin-3-yl)methanol